hex-5-yn-1-amine hydrogen chloride Cl.C(CCCC#C)N